D-Altronate O=C([C@@H](O)[C@H](O)[C@H](O)[C@H](O)CO)[O-]